2-[(3-{4-acetyl-4,7-diazaspiro[2.5]octan-7-yl}-2-chloro-5-cyanophenyl)amino]-4-(cyclopropylamino)pyrazolo[1,5-a][1,3,5]triazine-8-carbonitrile C(C)(=O)N1C2(CC2)CN(CC1)C=1C(=C(C=C(C1)C#N)NC1=NC=2N(C(=N1)NC1CC1)N=CC2C#N)Cl